isoquinoline-1(4H)-one C1(N=CCC2=CC=CC=C12)=O